C(CCCCCCCCCCC)OC(CCCCCCCCCCCCCCCCC(=O)OCCCCOC(NCCOCCN(C)C)=O)=O 2-methyl-9-oxo-2,8-diaza-5,10-dioxatetradecan-14-yl 18-(dodecyloxy)-18-oxooctadecanoate